C1(=CC=C(C=C1)C(CCC(=O)O)=C)C 4-(p-tolyl)pent-4-enoic acid